[Br-].C(C=C)N1CN(C=C1)CCCCCCCC 1-allyl-3-octylimidazole bromide salt